(S)-N-(2,3-dihydro-1H-inden-1-yl)-2-(1-ethylpiperidin-4-yl)-4-methylbenzo-[d]thiazole-6-carboxamide [C@@H]1(CCC2=CC=CC=C12)NC(=O)C1=CC2=C(N=C(S2)C2CCN(CC2)CC)C(=C1)C